NCCNC(=O)C=1C=C(C=CC1N1[C@@H](CN(CC1)C(=O)C=1C(=CC(=CC1)C)C1=CC=C(C=C1)CN)CC)C1=C(C=CC=C1)OCC (R)-N-(2-aminoethyl)-4-(4-(4'-(aminomethyl)-5-methyl-[1,1'-biphenyl]-2-carbonyl)-2-ethylpiperazin-1-yl)-2'-ethoxy-[1,1'-biphenyl]-3-carboxamide